(S)-2-(4-(5-(3,5-difluorophenyl)-4,5-dihydro-1H-pyrazole-1-carbonyl)piperazin-1-yl)-5-fluoropyrimidine-4-carboxylic acid ethyl ester C(C)OC(=O)C1=NC(=NC=C1F)N1CCN(CC1)C(=O)N1N=CC[C@H]1C1=CC(=CC(=C1)F)F